6-(4-(1H-pyrazol-1-yl)benzyl)-N-((3R,4S)-3-hydroxytetrahydro-2H-pyran-4-yl)-7-methylbenzo[d][1,3]dioxole-2,2-d2-4-carboxamide N1(N=CC=C1)C1=CC=C(CC=2C=C(C3=C(OC(O3)([2H])[2H])C2C)C(=O)N[C@@H]2[C@H](COCC2)O)C=C1